N[C@H]1C[C@H](CC1)NC(OC(C)(C)C)=O tert-butyl [(1S,3R)-3-aminocyclopentyl]carbamate